C(#N)C=1C=CC(=C(C1)NS(=O)(=O)C=1C=C(C(=O)O)C=CC1C1CC1)OC1CCCC1 3-(N-(5-cyano-2-(cyclopentyloxy)phenyl)sulfamoyl)-4-cyclopropylbenzoic acid